N-[(1R)-1-[3-amino-5-(trifluoromethyl)phenyl]ethyl]-1-[3-(2-methylpyrazol-3-yl)phenyl]-6-oxo-pyridine-3-carboxamide NC=1C=C(C=C(C1)C(F)(F)F)[C@@H](C)NC(=O)C1=CN(C(C=C1)=O)C1=CC(=CC=C1)C=1N(N=CC1)C